ClC=1C(=NC(=NC1)NC1CCOCC1)C1=CC=C2CN(C(C2=C1)=O)CC(=O)N1C(C2=CC=CC=C2CC1)CO 6-{5-chloro-2-[(oxacyclohex-4-yl)amino]pyrimidin-4-yl}-2-{2-[1-(hydroxymethyl)-1,2,3,4-tetrahydroisoquinolin-2-yl]-2-oxoethyl}-2,3-dihydro-1H-isoindol-1-one